Dimethyl 2-bromo-5-nitroterephthalate BrC1=C(C(=O)OC)C=C(C(=C1)C(=O)OC)[N+](=O)[O-]